2,6-diphenyl-1-2-ethoxy-1,4-phenylene ether C1(=CC=CC=C1)C1C2(C(=CC(=C1)O2)C2=CC=CC=C2)OCC